CN1C(C(C(C=C1)=O)NC(N[C@@H](CC(=O)O)C1=CC(=CC=C1)C1=CSC=C1C)=O)=O (S)-3-(3-(1-methyl-4-oxo-2-oxo-1,2-dihydropyridin-3-yl)ureido)-3-(3-(4-methylthiophene-3-yl)phenyl)propanoic acid